2-[[4-(1,3-Benzothiazol-2-ylamino)-5,6,7,8-tetrahydrophthalazin-1-yl]amino]thiazole-4-carboxylic acid S1C(=NC2=C1C=CC=C2)NC2=NN=C(C=1CCCCC21)NC=2SC=C(N2)C(=O)O